ClC=1N=C(C2=C(N1)C=C(N2)C(=O)Cl)Cl 2,4-dichloro-5H-pyrrolo[3,2-d]pyrimidine-6-carbonyl chloride